2-(1H-7-azabenzotriazol-1-yl)-1,1,3,3-tetramethyl-uronium hexafluorophosphate calcium phosphate P(=O)([O-])([O-])O.[Ca+2].F[P-](F)(F)(F)(F)F.N1(N=NC2=C1N=CC=C2)OC(=[N+](C)C)N(C)C